BrC1=C(C(=O)O)C(=CC(=C1F)Br)F 2,4-dibromo-3,6-difluorobenzoic acid